N(=N[Ag])[Ag] (AZO)silver